α,α,α',α'-tetrakis(4-hydroxyphenyl)-m-xylene OC1=CC=C(C=C1)C(C1=CC(=CC=C1)C(C1=CC=C(C=C1)O)C1=CC=C(C=C1)O)C1=CC=C(C=C1)O